OC1(CN(CC1)C(C)=O)CNC[C@@H]([C@@H]([C@@H](CO)O)O)O 1-[3-hydroxy-3-[[[(2S,3S,4R)-2,3,4,5-tetrahydroxypentyl]amino]methyl]pyrrolidin-1-yl]ethanone